C(#N)C12CCCC2C1C(=O)N cyanobicyclo[3.1.0]Hexane-6-carboxamide